[3-(2-pyridyl)propylidene]ruthenium (II) N1=C(C=CC=C1)CCC=[Ru]